C(C)(C)(C)ON=O tert-butyl-nitrite